2-(2-Bromo-3-fluorophenyl)acetic acid BrC1=C(C=CC=C1F)CC(=O)O